C(C)OCC1=CC=CC=2NC3=CC=C(C=C3C(C12)(C)C)CN1CCNCC1 1-(ethoxymethyl)-9,9-dimethyl-7-(piperazin-1-ylmethyl)-9,10-dihydroacridine